C(C)(C)(C)OC(=O)N1CC2=CC=C(C=C2CC1)C1=NC(=C(C2=C1C=CS2)C2=C(C=C(C=C2)F)OCCOC)C2=CC(=CC=C2)N.CN2CCN(CC2)C(C(=O)N)CC 2-(4-methylpiperazin-1-yl)butanamide tert-butyl-6-[6-(3-aminophenyl)-7-[4-fluoro-2-(2-methoxyethoxy)phenyl]thieno[3,2-c]pyridin-4-yl]-3,4-dihydro-1H-isoquinoline-2-carboxylate